NC1=NC=C(C=C1B(O)O)C1=CC=C(C=C1)N1CCN(CC1)C (2-amino-5-(4-(4-methylpiperazin-1-yl)phenyl)pyridin-3-yl)boronic acid